(2S)-N-(2-(2,6-dioxopiperidin-3-yl)-1-oxoisoindolin-5-yl)-2-(methoxymethyl)indoline-1-carboxamide O=C1NC(CCC1N1C(C2=CC=C(C=C2C1)NC(=O)N1[C@@H](CC2=CC=CC=C12)COC)=O)=O